BrC1=C(C=P(C2=CC=CC=C2)(C2=CC=CC=C2)C2=CC=CC=C2)C=C(C=C1)F (2-bromo-5-fluorobenzylidene)triphenyl-lambda5-phosphine